FC1=C2C(N(C=NC2=CC(=C1)C=1C=C(C=2N(C1)C=C(N2)C)F)N2CCN(CC2)C(=O)OC(C)(C)C)=O tert-butyl 4-(5-fluoro-7-{8-fluoro-2-methylimidazo[1,2-a]pyridin-6-yl}-4-oxoquinazolin-3-yl)piperazine-1-carboxylate